C(C)(C)(C)C1=C(OC2=C(C=C(C=C2)C2C=3C(NC(C2)=O)=NNC3)OC)C=CC(=C1)OC 4-[4-(2-tert-butyl-4-methoxyphenoxy)-3-methoxyphenyl]-2H,4H,5H,6H,7H-pyrazolo[3,4-b]pyridin-6-one